S1C=CC2=C1COCC2 4,5-Dihydro-7H-thieno[2,3-c]pyran